cis-3-hexenal salicylate C(C=1C(O)=CC=CC1)(=O)O.C(C\C=C/CC)=O